BrC=1C=C(C=C2CCCN(C12)C1CN(C2(CCC2)C1)C(=O)OC(C)(C)C)C(F)(F)F tert-butyl 7-(8-bromo-6-(trifluoromethyl)-3,4-dihydroquinolin-1(2H)-yl)-5-azaspiro[3.4]octane-5-carboxylate